N-[(3S)-5-methyl-4-oxo-2,3-dihydro-1,5-benzoxazepin-3-yl]-1-(trifluoromethyl)pyrazolo[3,4-d]pyrimidine-6-carboxamide CN1C([C@H](COC2=C1C=CC=C2)NC(=O)C2=NC=C1C(=N2)N(N=C1)C(F)(F)F)=O